The molecule is a member of the class of benzamides obtained by the formal condensation of 1H-benzimidazole and 2,4-dichlorobenzoic acid. It is a member of benzimidazoles, a member of benzamides and a dichlorobenzene. It derives from a 2,4-dichlorobenzoic acid and a 1H-benzimidazole. C1=CC=C2C(=C1)N=CN2C(=O)C3=C(C=C(C=C3)Cl)Cl